O1CCC(CC1)CN1CC2(CN(C2)S(=O)(=O)C2=C(C#N)C=C(C=C2)C(F)(F)F)C1 2-((6-((tetrahydro-2H-pyran-4-yl)methyl)-2,6-diazaspiro[3.3]heptan-2-yl)sulfonyl)-5-(trifluoromethyl)benzonitrile